8-[(1S,2S)-2-[1-(cyclopropylmethyl)indazol-6-yl]cyclopropyl]-6-(2,4-dimethoxypyrimidin-5-yl)imidazo[1,2-b]pyridazine C1(CC1)CN1N=CC2=CC=C(C=C12)[C@@H]1[C@H](C1)C=1C=2N(N=C(C1)C=1C(=NC(=NC1)OC)OC)C=CN2